1-(4-((6-(2-methoxypyridin-4-yl)pyrazolo[1,5-a]pyrazin-4-yl)oxy)azepan-1-yl)prop-2-en-1-one COC1=NC=CC(=C1)C=1N=C(C=2N(C1)N=CC2)OC2CCN(CCC2)C(C=C)=O